N1CCCCC1 (E)-piperidine